(2-amino-5-fluorophenyl)ethynyl-2-chloro-[1,1'-biphenyl]-4-carboxylate NC1=C(C=C(C=C1)F)C#COC(=O)C1=CC(=C(C=C1)C1=CC=CC=C1)Cl